N1=CN=C(C=C1)C1=NSC(=N1)N 3-(pyrimidin-4-yl)-1,2,4-thiadiazol-5-amine